6-(4-Chlorophenyl)-2-(5-fluoropyridin-3-yl)-N-[(2S)-1-hydroxy-3-methoxypropan-2-yl]-3-oxo-2,3-dihydropyridazine-4-carboxamide ClC1=CC=C(C=C1)C=1C=C(C(N(N1)C=1C=NC=C(C1)F)=O)C(=O)N[C@@H](CO)COC